[5-bromo-2-methyl-6-(1-phenylethoxy)-3-pyridyl]-N-ethyl-N-methyl-formamidine BrC=1C=C(C(=NC1OC(C)C1=CC=CC=C1)C)C(=N)N(C)CC